hexahydroxybenzene triscarbonate C(O)(O)=O.C(O)(O)=O.C(O)(O)=O.OC1=C(C(=C(C(=C1O)O)O)O)O